3-aminop-toluic acid NC=1C=C(C=CC1C(=O)O)C